N-(1-cyanocyclopropyl)-8-(4-(piperazine-2-carbonyl)piperazin-1-yl)-3-(5-(trifluoromethyl)-1,3,4-thiadiazol-2-yl)imidazo[1,5-a]pyridine-6-sulfonamide C(#N)C1(CC1)NS(=O)(=O)C=1C=C(C=2N(C1)C(=NC2)C=2SC(=NN2)C(F)(F)F)N2CCN(CC2)C(=O)C2NCCNC2